Methyl (5Z,8Z,11Z)-13-(2-pentylphenyl)trideca-5,8,11-trienoate C(CCCC)C1=C(C=CC=C1)C\C=C/C\C=C/C\C=C/CCCC(=O)OC